C1(CCCCC1)NC(OC1=CC(=CC=C1)C=1C=NC=C(C1)C=1OC=CN1)=O 3-(5-(oxazol-2-yl)pyridin-3-yl)phenyl cyclohexylcarbamate